ClC=1C=C2C(C(C(N(C2=NC1C1=C(C=CC=C1OC)F)C=1C(=NC=CC1SC)C(C)C)=O)[N+](=O)[O-])=O 6-Chloro-7-(2-fluoro-6-methoxyphenyl)-1-(2-isopropyl-4-(methylthio)pyridin-3-yl)-3-nitro-1,8-naphthyridine-2,4(1H,3H)-dione